(+)-5-(2,6-Dimethylphenyl)-21-methyl-9,9-dioxo-2-oxa-9λ6-thia-6,8,15,23-tetraazatetracyclo[15.3.1.13,7.110,14]tricosa-1(20),3,5,7(23),10(22),11,13,17(21),18-nonaen-16-one CC1=C(C(=CC=C1)C)C=1C=C2OC3=CC=CC(C(NC4=CC=CC(S(NC(N1)=N2)(=O)=O)=C4)=O)=C3C